CCCC[Hf+3] 4-n-butylhafnium (IV)